N-methoxy-N,3-dimethylquinoxaline-6-carboxamide CON(C(=O)C=1C=C2N=C(C=NC2=CC1)C)C